CNC(=O)C1=NN(C(=C1)C(=O)NC=1C=NNC1)[C@@H](C)C1=CC=CC=C1 (S)-N3-Methyl-1-(1-phenylethyl)-N5-(1H-pyrazol-4-yl)-1H-pyrazol-3,5-dicarboxamid